(S)-4,5-Dimethyl-N-(3-(1-((4-methyl-4H-1,2,4-triazol-3-yl)thio)ethyl)phenyl)picolinamide CC1=CC(=NC=C1C)C(=O)NC1=CC(=CC=C1)[C@H](C)SC1=NN=CN1C